C(C)(C)(C)OC(C1=CC=C(C=C1)CBr)=O 4-Bromomethylbenzoic acid tertbutyl ester